(tert-butyl 4-((2-(2,6-dioxopiperidin-3-yl)-1-oxoisoindolin-4-yl) (pentyl) amino)-2,2-dimethylbutyl) carbamate C(N)(OC(C(CCN(CCCCC)C1=C2CN(C(C2=CC=C1)=O)C1C(NC(CC1)=O)=O)(C)C)C(C)(C)C)=O